C1(=CC=CC=C1)N(C1=CC=C(C=C1)C1=CC=C(C=C1)N(C1=CC(=CC=C1)C)C1=CC=CC=C1)C1=CC(=CC=C1)C N,N'-diphenyl-N,N'-bis(3-methylphenyl)-[1,1']biphenyl-4,4'-diamine